C1(CC1)C(=O)N1CCN(CC1)C(C1=C(C=CC(=C1)CC1=NNC(C2=CC=CC=C12)=O)F)=O 1-(cyclopropaneformyl)-4-[5-[(3,4-dihydro-4-oxo-phthalazin-1-yl)methyl]-2-fluorobenzoyl]piperazine